C(C1=CC=CC=C1)[C@@H]1N(C(OC1)=O)C([C@@H](CC1=CC(=CC=C1)[N+](=O)[O-])[C@H]1C[C@H](N(C1)C(=O)OC(C)(C)C)C)=O tert-Butyl (2R,4R)-4-[(1S)-2-[(4S)-4-benzyl-2-oxo-oxazolidin-3-yl]-1-[(3-nitrophenyl)methyl]-2-oxo-ethyl]-2-methyl-pyrrolidine-1-carboxylate